FC=1C=C(C=C(C1)F)[C@@H]1N(OCC1)C1=CC(=NC=N1)NC=1C(=CC(=C(C1)NC(C=C)=O)N1C[C@H](OCC1)C)OC N-(5-((6-((R)-3-(3,5-difluorophenyl)-isoxazolidine-2-yl)pyrimidine-4-yl)amino)-4-methoxy-2-((R)-2-methylmorpholino)phenyl)acrylamide